C(C)(C)(C)OC(=O)N1CCC(CC1)(C)N.ClC=1C=C(N)C=C(C1OC=1C2=C(N=CN1)N(C=C2)S(=O)(=O)C2=CC=C(C)C=C2)Cl 3,5-Dichloro-4-((7-(4-toluenesulfonyl)-7H-pyrrolo[2,3-d]pyrimidin-4-yl)oxy)aniline tert-butyl-4-amino-4-methyl-piperidine-1-carboxylate